Propanedioic acid, diethyl ester C(CC(=O)OCC)(=O)OCC